4-(6-((tert-Butyldimethylsilanyloxy)methyl)pyridin-2-yl)-tetrahydro-2H-pyran-4-ol [Si](C)(C)(C(C)(C)C)OCC1=CC=CC(=N1)C1(CCOCC1)O